N-(2,3-dihydro-1H-benzo[d]pyrrolo[1,2-a]imidazol-5-yl)-4-iodo-2-(6-azaspiro[2.5]oct-6-yl)benzamide C1CCC=2N1C1=C(N2)C(=CC=C1)NC(C1=C(C=C(C=C1)I)N1CCC2(CC2)CC1)=O